C(C)OC(=O)C1CC(C1)N1N=C(C(=C1)[N+](=O)[O-])C(F)F (1R,3R)-ethyl-3-(3-(difluoromethyl)-4-nitro-1H-pyrazol-1-yl)cyclobutanecarboxylate